FC(C(C(C(C(C(C(C(C(F)(F)F)(F)F)(F)F)(F)F)(F)F)(F)F)(F)F)(F)F)(S(=O)(=O)[O-])F Perfluoro-1-nonanesulfonate